C1(CCCCC1)OC([C@@H](N)CC(=O)OC1CCCCC1)=O L-aspartic acid-1,4-dicyclohexyl ester